NC1=NC(=CC(=N1)N1CCC2(C[C@H](NC2)C(=O)O)CC1)O[C@@H](C(F)(F)F)C1=C(C=C(C=C1)Cl)C1=CC(=C(C(=C1)F)F)F (S)-8-(2-amino-6-((R)-1-(5-chloro-3',4',5'-trifluoro-[1,1'-biphenyl]-2-yl)-2,2,2-trifluoroethoxy)pyrimidin-4-yl)-2,8-diazaspiro[4.5]decane-3-carboxylic acid